COC([C@H](CC)NC(=O)OC(C)(C)C)=O.CC(CCCCC)C1=NC=CC2=CC=CC=C12 1-(heptan-2-yl)isoquinoline methyl-(2S)-2-(tert-butoxycarbonylamino)butanoate